ClC1=C(C=C(C(=C1)F)N1C(N(C(=CC1=O)C(F)(F)F)C)=O)SC1=C(O[C@@H](C(=O)OCCOC)C)C=CC=C1 |r| 2-Methoxyethyl (2RS)-2-[2-({2-chloro-4-fluoro-5-[3-methyl-2,6-dioxo-4-(trifluoromethyl)-3,6-dihydropyrimidin-1(2H)-yl]phenyl}sulfanyl)phenoxy]propanoate